OC=1C2=C(NC(C1)=O)CCOC2 4-hydroxy-1,5,7,8-tetrahydro-2H-pyrano[4,3-b]pyridin-2-one